SCCCN1C(NCCC1)=O 1-(3-mercapto-n-propyl)-tetrahydro-2-pyrimidinone